OC(C)(C)C1=CC=C(C=N1)C=1N=C2C(=NC1)NC(CN2C[C@@H]2CC[C@@H](CC2)OC)=O 6-(6-(2-hydroxypropan-2-yl)pyridin-3-yl)-4-((cis-4-methoxycyclohexyl)methyl)-3,4-dihydropyrazino[2,3-b]pyrazin-2(1H)-one